C(C(=C)C)(=O)OCCCCCC(C)C Isooctyl Methacrylate